FC=1C=C2C(=NNC2=CC1OCCOC)C1=CC(=NO1)C1=CC=C(C=C1)NC(C)=O N-(4-{5-[5-fluoro-6-(2-methoxyethoxy)-1H-indazol-3-yl]-1,2-oxazol-3-yl}phenyl)acetamide